C1(=CC=CC=C1)C(C1=CC=CC=C1)NC(C)C1=NC=C(C=N1)C(F)(F)F (Diphenylmethyl)({1-[5-(trifluoromethyl)pyrimidin-2-yl]ethyl})amine